6-(4-methoxybenzyl)-8-(morpholin-4-yl)-2-(2,2,2-trifluoroethyl)-2,6-dihydroimidazo[1,2-c]pyrido[2,3-e]pyrimidin-5(3H)-one COC1=CC=C(CN2C(N3C(C4=C2C=C(C=N4)N4CCOCC4)=NC(C3)CC(F)(F)F)=O)C=C1